C(C)S(=O)(=O)N[C@@H]1[C@@H](N(C2CC1C2)C(=O)OC(C)(C)C)CC=2C(=C(C=CC2)C2=CC=CC=C2)F tert-Butyl (3S,4S)-4-[(ethylsulfonyl)amino]-3-[(2-fluoro[biphenyl]-3-yl)methyl]-2-azabicyclo[3.1.1]heptane-2-carboxylate